C(C)(=O)N1CC(C1)N1N=CC2=C1N(C(C=1C=C(C=C(C21)C(C)NC=2C(=NC(=CC2)Cl)C2=CN(C(C=C2)=O)C)C)=O)C 3-(1-Acetylazetidin-3-yl)-9-(1-((6-chloro-1'-methyl-6'-oxo-1',6'-dihydro-[2,3'-bipyridin]-3-yl)amino)ethyl)-4,7-dimethyl-3,4-dihydro-5H-pyrazolo[3,4-c]isoquinolin-5-one